3-methyl-6-nitro-3,4-dihydro-1H-quinolin-2-one CC1C(NC2=CC=C(C=C2C1)[N+](=O)[O-])=O